C1(CC1)NC(C1=CC=C(C=C1)C1=CC2=C(C3=C(S(N2CCC)(=O)=O)C=NC(=N3)NC3=CC=C(C=C3)N3CCN(CC3)C)C=C1)=O N-cyclopropyl-4-(2-{[4-(4-methylpiperazin-1-yl)phenyl]amino}-5,5-dioxido-6-propyl-6H-pyrimido[5,4-c][2,1]benzothiazin-8-yl)benzamide